NC(C(=O)O)CCC1=CC(=CC=C1)F 2-Amino-4-(3-fluorophenyl)butanoic acid